COC1=C(CN(S(=O)(=O)C2=C(C=C(C=C2F)N2C[C@@]([C@H](CC2)O)(CCC2=CC(=CC=C2)C(F)(F)F)N(C)C)F)C2=NC=NC=C2)C=CC(=C1)OC N-(2,4-Dimethoxybenzyl)-4-((3R,4S)-3-(dimethylamino)-4-hydroxy-3-(3-(trifluoro-methyl)phenethyl)piperidin-1-yl)-2,6-difluoro-N-(pyrimidin-4-yl)benzene-sulfonamide